2-(2-acetamidopyridin-4-yl)-2-oxoethyl (3R)-7-(6-amino-3-chloro-2-fluorophenyl)-5-oxo-1,2,3,5,8,8a-hexahydroindolizine-3-carboxylate NC1=CC=C(C(=C1C1=CC(N2[C@H](CCC2C1)C(=O)OCC(=O)C1=CC(=NC=C1)NC(C)=O)=O)F)Cl